ClC1=CC(=C(C=C1)C=1C=C(C=2N=C(N(C(C2N1)=O)C)C)N1C[C@@H](O[C@@H](C1)C)C=1C=NN(C1)C1CC1)F 6-(4-chloro-2-fluoro-phenyl)-8-[(2S,6R)-2-(1-cyclopropylpyrazol-4-yl)-6-methyl-morpholin-4-yl]-2,3-dimethyl-pyrido[3,2-d]pyrimidin-4-one